[V].CC1=C(OC2=NC(OC2)=NC2=CC=CC=C2)C(=CC=C1)C (2,6-dimethylphenoxy)(N-phenyl-oxazolinimine) vanadium